[Ru](Cl)Cl.C1(=C(C(=CC(=C1)C)C)N1C(N(C(=C1Br)Br)C1=C(C=C(C=C1C)C)C)=C1C(C(CCC1)P(C1CCCCC1)C1CCCCC1)=CN1C(CCC1)=O)C (1,3-dimesityl-4,5-dibromo-4-imidazolin-2-ylidene)(2-pyrrolidone-1-ylmethylene)(tricyclohexylphosphine) ruthenium dichloride